2-(3-(1,1-dimethylethyl)-amino-2-hydroxypropoxy)-3-pyridinecarbonitrile HCl Cl.CC(C)(C)C(C(COC1=NC=CC=C1C#N)O)N